ClC=1C(N(C(=CC1OCC1=NC=C(C=C1F)F)C)C1=CC(=NC=C1C)C=1N=C(SC1)C(C(=O)N)(C)C)=O 2-(4-(3-Chloro-4-((3,5-difluoropyridin-2-yl)methoxy)-5',6-dimethyl-2-oxo-2H-[1,4'-bipyridin]-2'-yl)thiazol-2-yl)-2-methylpropanamide